COC(=O)C1=CC=NC2=CC=C(C=C12)N1CC(C1)(C)C 6-(3,3-Dimethylazetidin-1-yl)quinoline-4-carboxylic acid methyl ester